acryloxy-2-hydroxypropyloxysulfobenzoate C(C=C)(=O)OC1=C(C(=C(C(=O)[O-])C=C1)S(=O)(=O)O)OCC(C)O